3-hydroxyestra-1,3,5(10)-triene-15,16,17-triyl triacetate C(C)(=O)OC1C(C([C@]2(C)[C@@H]1[C@@H]1CCC=3C=C(C=CC3[C@H]1CC2)O)OC(C)=O)OC(C)=O